6-(3-amino-2-chloro-6-fluorophenoxy)-5-chloro-3-methyl-quinazolin-4(3H)-one NC=1C(=C(OC=2C(=C3C(N(C=NC3=CC2)C)=O)Cl)C(=CC1)F)Cl